(S)-1-((oxetan-2-yl)methyl)-2-((7-(pyridin-3-ylmethoxy)-3,4-dihydroisoquinolin-2(1H)-yl)methyl)-1H-benzo[d]imidazole-6-carboxylic acid tert-butyl ester C(C)(C)(C)OC(=O)C=1C=CC2=C(N(C(=N2)CN2CC3=CC(=CC=C3CC2)OCC=2C=NC=CC2)C[C@H]2OCC2)C1